2-[2-(3-fluoro-1-bicyclo[1.1.1]pentanyl)pyrazolo[3,4-b]pyrazin-6-yl]-3-methyl-5-(trifluoromethyl)phenol FC12CC(C1)(C2)N2N=C1N=C(C=NC1=C2)C2=C(C=C(C=C2C)C(F)(F)F)O